NC1=CC=C(N(C)C)C=C1 para-amino-dimethylaniline